(dioxaphospholane) 2-oxide O1[O+](PCC1)[O-]